C(C)(C)(C)OC(=O)N1C[C@H](O[C@@H](C1)C)COC=1C=C2C(N(C(C2=CC1)=O)C1C(NC(CC1)=O)=O)=O.C1=CC=CC=2C3=CC=CC=C3N(C12)C=1C=C(C(=C(NC2=CC=C(C=C2)[N+](=O)[O-])C1)Cl)Cl 5-(9H-carbazol-9-yl)-2,3-dichloro-N-(4-nitrophenyl)aniline tert-butyl-(2S,6R)-2-[[2-(2,6-dioxo-3-piperidyl)-1,3-dioxo-isoindolin-5-yl]oxymethyl]-6-methyl-morpholine-4-carboxylate